C(C)(C)(C)OC(NC(CC1=NC(=C(C=C1OC)C)OC)C)=O (1-(3,6-dimethoxy-5-methylpyridin-2-yl)propan-2-yl)carbamic acid tert-butyl ester